C(C1=CC=CC=C1)OC(CC(=O)O)=O 3-benzyloxy-3-oxo-propionic acid